triethyl-hydroxyethyl-phosphorus C(C)[P](CCO)(CC)CC